C(C)(C)(C)OOC1(CC(CC(C1)(C)C)C)OOC(C)(C)C 1,1-bis-(t-butylperoxy)-3,5,5-trimethylcyclohexane